(1R,2R)-2-(5-(3-((2-((S)-3-carboxybutanoyl)-6-methoxyisoindolin-5-yl)oxy)propoxy)-6-methoxyisoindoline-2-carbonyl)cyclobutane C(=O)(O)[C@H](CC(=O)N1CC2=CC(=C(C=C2C1)OCCCOC=1C=C2CN(CC2=CC1OC)C(=O)C1CCC1)OC)C